FC=1C=C(C=CC1COC1=NC(=CC=C1)N1C[C@@H](NCC1)C)CC (S)-1-(3-Fluoro-4-(((6-(3-methylpiperazin-1-yl)pyridin-2-yl)oxy)methyl)phenyl)ethane